OCCC(CCN)N (2-hydroxyethyl)-1,3-propanediamine